C(CCC)OC1=CC=C(C=C1)S(=O)(=O)C=1C=NC2=CC=C(C=C2C1N1CCC(CC1)N1CCC(CC1)CO)S(=O)C (1'-(3-((4-butoxyphenyl)sulfonyl)-6-(methylsulfinyl)quinolin-4-yl)-[1,4'-bipiperidin]-4-yl)methanol